C(C)(C)(C)OC(=O)N1C(CCC1)C1=CC=2N(C=C1)C(=CN2)C2=CC(=C(C(=C2)OC)C(NC2CC2)=O)OC(F)F 2-[3-[4-(Cyclopropylcarbamoyl)-3-(difluoromethoxy)-5-methoxy-phenyl]imidazo[1,2-a]pyridin-7-yl]pyrrolidine-1-carboxylic acid tert-butyl ester